FC(OC(CCCOC1=C(C=CC=C1)CCC1=CC(=CC=C1)OC(F)(F)F)N(C)C)F (difluoromethoxy)-N,N-dimethyl-4-(2-(3-(trifluoromethoxy)phenethyl)phenoxy)butan-1-amine